methyl-amino(cyclopentyl)acetic acid methyl ester COC(C(C1CCCC1)(N)C)=O